BrCCOC=1C=C(OCOC(=O)N2CCCCC2)C=CC1 [3-(2-bromoethoxy)phenoxylmethyl]piperidine-1-carboxylate